Cl.NC1=C(C=C(C=C1Cl)C(CNC(C)(C)C)C(=O)C(CNC(C)(C)C)C1=CC(=C(C(=C1)Cl)N)Cl)Cl 1-(4-amino-3,5-dichlorophenyl)-2-tert-butylaminoethyl ketone hydrochloride